C1NC(CC2=CC=CC=C12)C(=O)O.C(C)(C)(C)C=1O[C@@H]([C@@H](N1)C1=CC=CC=C1)C (4S,5R)-2-tert-butyl-5-methyl-4-phenyl-oxazoline 1,2,3,4-tetrahydro-isoquinoline-3-carboxylate